2-[1-[3,6-Dimethyl-4-oxo-2-(2-phenylthiazol-5-yl)chromen-8-yl]ethylamino]benzoic acid CC1=C(OC2=C(C=C(C=C2C1=O)C)C(C)NC1=C(C(=O)O)C=CC=C1)C1=CN=C(S1)C1=CC=CC=C1